N-(2-(7-chloro-1H-indol-3-yl)ethyl)-4-fluoro-2-((3,4,5-trimethoxyphenyl)amino)benzamide ClC=1C=CC=C2C(=CNC12)CCNC(C1=C(C=C(C=C1)F)NC1=CC(=C(C(=C1)OC)OC)OC)=O